C1=C(C=CC2=CC=CC=C12)N(C1=CC=C(C=C1)N(C1=CC=C(C=C1)N(C1=CC=CC=C1)C1=CC2=CC=CC=C2C=C1)C1=CC=C(C=C1)N(C1=CC=CC=C1)C1=CC2=CC=CC=C2C=C1)C1=CC=CC=C1 N1-(naphthalen-2-yl)-N4,N4-bis(4-(naphthalen-2-yl(phenyl)amino)phenyl)-N1-phenylbenzene-1,4-diamine